F[P-](F)(F)(F)(F)F.C(C)N1C=CC=C1 1-Ethylpyrrole hexafluorophosphate